4-bromo-7-fluoro-2-(((1R,3S)-3-((6-oxo-5-(trifluoromethyl)-1,6-dihydropyridazin-4-yl)amino)cyclohexyl)methyl)-6-(5-(trifluoromethyl)pyrimidin-2-yl)isoquinolin-1(2H)-one BrC1=CN(C(C2=CC(=C(C=C12)C1=NC=C(C=N1)C(F)(F)F)F)=O)C[C@H]1C[C@H](CCC1)NC=1C=NNC(C1C(F)(F)F)=O